(2R,5S,8S,9S,10S,13S,14S)-2-azido-10,13-dimethyltetradecahydro-1H-cyclopenta[a]phenanthren N(=[N+]=[N-])[C@H]1C[C@@]2([C@H]3CC[C@@]4(CCC[C@H]4[C@@H]3CC[C@H]2CC1)C)C